BrC1=CC=C(C=C1)C12C(C3=C(C=NC=C3OC)O1)(C(C(C2C2=CC=CC=C2)CO)CNCC2=CC=NC=C2)O 7a-(4-bromophenyl)-6-(hydroxymethyl)-4-methoxy-7-phenyl-5-(((pyridin-4-ylmethyl)amino)methyl)-5,6,7,7a-tetrahydro-4bH-cyclopenta[4,5]furo[2,3-c]pyridin-4b-ol